F[P-](F)(F)(F)(F)F.N1(N=NC2=C1C=CC=C2)O[P+](N(C)C)(N(C)C)N(C)C (benzotriazol-1-yl-oxy)tris(dimethylamino)phosphonium hexafluorophosphate